CN1N=CC(=C1)C1=CC2=C(O[C@@H](CN2)[C@@H](C2=CC=CC=C2)NC[C@@H](C)C2=CC=C(C#N)C=C2)N=C1 4-((S)-1-(((R)-((S)-7-(1-methyl-1H-pyrazol-4-yl)-2,3-dihydro-1H-pyrido[2,3-b][1,4]oxazin-3-yl)(phenyl)methyl)amino)propan-2-yl)benzonitrile